4H-indazol-4-one N1=NC=C2C(C=CC=C12)=O